O=C(CCCC(=O)[O-])C 5-oxohexanoate